COC1=CC=C(C=C1)C=1C(NC2=NC(=CC=C2C1)NCC(F)(F)F)=O 3-(4-methoxyphenyl)-7-((2,2,2-trifluoroethyl)amino)-1,8-naphthyridin-2(1H)-one